Glycine Propargyl Amide C(C#C)NC(CN)=O